3-[2-(4-bromophenylamino)-1-hydroxyethyl]-1H-1,2,4-triazole-5(4H)-thione BrC1=CC=C(C=C1)NCC(O)C1=NNC(N1)=S